N-propyl-[1,1'-biphenyl]-3-carboxamide C(CC)NC(=O)C=1C=C(C=CC1)C1=CC=CC=C1